NC(CCN(C(C(F)Cl)=O)NC(=O)[C@H](CC(C)C)NC(=O)C=1NC2=CC=CC(=C2C1)OC)=O N-[(1S)-1-[[(3-amino-3-oxo-propyl)-(2-chloro-2-fluoro-acetyl)amino]carbamoyl]-3-methyl-butyl]-4-methoxy-1H-indole-2-carboxamide